NC1=NC=CC=C1C1=NC=CC=C1C(=O)N(C)C (2-amino-3-pyridinyl)-N,N-dimethyl-pyridine-3-carboxamide